BrC=1C=NN(C1)C(=O)N(C)C 4-bromo-N,N-dimethyl-1H-pyrazole-1-carboxamide